[Si](C)(C)(C(C)(C)C)OC[C@@H]1CC[C@H](CC1)O trans-4-(((tert-butyldimethylsilyl)oxy)methyl)cyclohexan-1-ol